(2-(methoxymethyl)phenyl)thiazol-2-amine COCC1=C(C=CC=C1)C=1N=C(SC1)N